BrC1=C(C(=CC=C1)Br)OC1=C(C=CC=C1Br)Br 2,6-dibromophenyl ether